(S)-10-((dimethylamino)methyl)-4-ethyl-4-hydroxy-3,14-dioxo-3,4,12,14-tetrahydro-1H-pyrano[3',4':6,7]indolizino[1,2-b]quinolin-9-yl (2S,5R)-2,5-dimethylpiperazine-1-carboxylate C[C@@H]1N(C[C@H](NC1)C)C(=O)OC1=C(C=2C=C3C(=NC2C=C1)C1=CC2=C(C(N1C3)=O)COC([C@]2(O)CC)=O)CN(C)C